C1(CC1)C=1NC(=NN1)C1CC2(CN(C2)C(=O)N2CC3(C2)C[C@H](CC3)OC3=CC(=C(C=C3)S(=O)(=O)C)C(F)(F)F)C1 |r| [6-(5-cyclopropyl-4H-1,2,4-triazol-3-yl)-2-azaspiro[3.3]heptan-2-yl]-[rac-(6S)-6-[4-methylsulfonyl-3-(trifluoromethyl)phenoxy]-2-azaspiro[3.4]octan-2-yl]methanone